4-methyl-N-[[3-methyl-2-[2-(trifluoromethyl)phenyl]-1H-indol-5-yl]methyl]pyrimidine-5-carboxamide CC1=NC=NC=C1C(=O)NCC=1C=C2C(=C(NC2=CC1)C1=C(C=CC=C1)C(F)(F)F)C